3-(6-chloro-1H-benzo[d]imidazol-2-yl)-N-(4-(pyridazin-3-yl)phenyl)aniline ClC=1C=CC2=C(NC(=N2)C=2C=C(NC3=CC=C(C=C3)C=3N=NC=CC3)C=CC2)C1